BrC1=C(C=CC=C1)C1OCCC(C1)(C)C 2-(2-bromophenyl)-4,4-dimethyltetrahydro-2H-pyran